N-((6-((3R,5S)-3,5-dimethylpiperazin-1-yl)-4-(trifluoromethyl)pyridin-2-yl)methyl)-3-(2-(methylamino)pyridin-4-yl)-1H-pyrrolo[2,3-b]pyridin-4-amine C[C@@H]1CN(C[C@@H](N1)C)C1=CC(=CC(=N1)CNC=1C2=C(N=CC1)NC=C2C2=CC(=NC=C2)NC)C(F)(F)F